C(C1=CC=CC=C1)N([C@@H](CC(=O)OCC)C1=CC(=CC=C1)CC1=CC=CC=C1)[C@H](C)C1=CC=CC=C1 ethyl (S)-3-(benzyl((R)-1-phenylethyl)amino)-3-(3-benzylphenyl)propanoate